1-[3-chloro-5-(2-aminoethylamino)phenyl]-3-[3-chloro-2-(2-hydroxyethyl)phenyl]urea ClC=1C=C(C=C(C1)NCCN)NC(=O)NC1=C(C(=CC=C1)Cl)CCO